aziridineacrylamide tert-Butyl-4-((2-(1-ethoxyvinyl)pyrimidin-5-yl)oxy)butanoate C(C)(C)(C)OC(CCCOC=1C=NC(=NC1)C(=C)OCC)=O.N1(CC1)C=CC(=O)N